[Mg].ClC=1C=C(C=2N(C1)C(=CN2)F)N2CCOCC2 4-(6-chloro-3-fluoroimidazo[1,2-a]pyridin-8-yl)morpholine magnesium